5-Fluoro-1-methyl-2-(4-(methylsulfonyl)phenyl)-6-(1'-(oxetan-3-yl)-[1,4'-bipiperidin]-4-yl)-1H-benzo[d]imidazol FC1=CC2=C(N(C(=N2)C2=CC=C(C=C2)S(=O)(=O)C)C)C=C1C1CCN(CC1)C1CCN(CC1)C1COC1